COC1=CC=C(C=N1)C=O (6-methoxypyridin-3-yl)methanone